BrC=1C=C(C2=CN(N=C2C1)C=1SC(=NN1)C(F)F)N1CCN(CC1)C(=O)OC(C)(C)C tertbutyl 4-{6-bromo-2-[5-(difluoromethyl)-1,3,4-thiadiazol-2-yl]indazol-4-yl}piperazine-1-carboxylate